FC=1C=C2C(=CC1)N(CC21CCNCC1)C=1C2=C(N=CN1)C=CC(=N2)C=2C=C(C(=O)N(C)C)C=CC2 3-(4-(5-Fluorospiro[indoline-3,4'-piperidin]-1-yl)pyrido[3,2-d]pyrimidin-6-yl)-N,N-dimethylbenzamide